2-(trifluoromethyl)-7-(trifluoromethanesulfonyl)-9H-indeno[2,1-d]Pyrimidin-9-one FC(C=1N=CC2=C(N1)C(C=1C=C(C=CC12)S(=O)(=O)C(F)(F)F)=O)(F)F